ClC1=C(C#N)C(=CC=N1)NC1=CC2=C(N(C(N2CC2CCNCC2)=O)C)C=C1 2-chloro-4-((1-methyl-2-oxo-3-(piperidin-4-ylmethyl)-2,3-dihydro-1H-benzo[d]imidazol-5-yl)amino)nicotinonitrile